3-[5-(2-methyl-4-pyridinyl)-1-tetrahydropyran-2-yl-6-tetrahydropyran-4-yl-pyrazolo[4,3-g]Isoquinolin-8-yl]Oxyhydroxyazetidine-1-carboxamide CC1=NC=CC(=C1)C1=C(N=C(C2=CC3=C(C=C12)C=NN3C3OCCCC3)OC3C(N(C3)C(=O)N)O)C3CCOCC3